tert-butyl (Z)-(4-(N'-hydroxycarbamimidoyl)benzyl)carbamate O\N=C(/N)\C1=CC=C(CNC(OC(C)(C)C)=O)C=C1